ClC=1C=NC(=NC1)[C@H]([C@H](C)S(=O)(=O)NC1=NN=C(N1C=1C(=NC=NC1OC)OC)[C@H]1C[C@H](CC1)F)OC (1R,2S)-1-(5-chloropyrimidin-2-yl)-N-(4-(4,6-dimethoxypyrimidin-5-yl)-5-((1R,3S)-3-fluorocyclopentyl)-4H-1,2,4-triazol-3-yl)-1-methoxypropane-2-sulfonamide